4-(4-(6-propenoyl-2,6-diazaspiro[3.3]heptan-2-yl)-2-methoxyphenyl)-6-(1-methyl-1H-pyrazol-4-yl)pyrazolo[1,5-a]pyridine-3-carbonitrile C(C=C)(=O)N1CC2(CN(C2)C2=CC(=C(C=C2)C=2C=3N(C=C(C2)C=2C=NN(C2)C)N=CC3C#N)OC)C1